gallium tris(8-quinolinolate) N1=CC=CC2=CC=CC(=C12)[O-].N1=CC=CC2=CC=CC(=C12)[O-].N1=CC=CC2=CC=CC(=C12)[O-].[Ga+3]